(pivaloyloxy)methyl 3-(N-(2-methyl-5-(trifluoromethyl)phenyl)sulfamoyl)-benzoate CC1=C(C=C(C=C1)C(F)(F)F)NS(=O)(=O)C=1C=C(C(=O)OCOC(C(C)(C)C)=O)C=CC1